3-amino-5-methyl-isoxazole gold-rhenium [Re].[Au].NC1=NOC(=C1)C